N1(C=CC2=CC=CC=C12)C(C=C)=O 1-(1H-indol-1-yl)prop-2-en-1-one